3-methyl-1,4-phenylenediamine CC=1C=C(C=CC1N)N